C(C=C)(=O)OCCCCCCCC[SiH2]C(Br)Br acryloxyoctyldibromomethylsilane